R-7H-pyrrolo[2,3-d]pyrimidine N1=CN=CC2=C1NC=C2